C(C)(C)(C)OC(=O)N(C1(CCN(CC1)C(=O)OCC1CC1)C(=O)OC)NC(=O)OC(C)(C)C 1-cyclopropylmethyl 4-methyl 4-{[(tert-butoxy)carbonyl]({[(tert-butoxy)carbonyl]amino})amino}piperidine-1,4-dicarboxylate